CC(CNCCCC(CCCC(CCCCC(CCCC(CCC)C)C)C)C)(C)N1CCOCC1 1-[2-methyl-2-(4-morpholinyl)propylamino](2E,4E,6E,8E,10E,12E,14E,16Z,18E)-4,8,13,17-tetramethyleicosane